C(C)(C)(C)C1=CC=C(C=C1)C1=NN=C(N1C1=CC=CC=C1)C1=CC=C(C=C1)C(C)(C)C 3,5-bis(4-tert-butylphenyl)-4-phenyl-1,2,4-triazole